C1(CC1)C1=CC(=C(C=C1)C(C)N1C[C@@H](N(C[C@H]1C)C1=CC(N(C=2C=CC(=NC12)C#N)C)=O)C)F 8-((2s,5r)-4-(1-(4-cyclopropyl-2-fluorophenyl)ethyl)-2,5-dimethylpiperazin-1-yl)-5-methyl-6-oxo-5,6-dihydro-1,5-naphthyridine-2-carbonitrile